6-Chloro-4-(4-(4-fluoro-2-methoxyphenoxy)piperidin-1-yl)-1-methyl-2-oxo-1,2-dihydro-1,5-naphthyridin-3-carbonitril ClC=1N=C2C(=C(C(N(C2=CC1)C)=O)C#N)N1CCC(CC1)OC1=C(C=C(C=C1)F)OC